N[C@H](C(=O)O)[C@@H](C)O (2S,3R)-2-amino-3-hydroxy-butyric acid